CN1N=CC=C1C1=NC=2C(=NC=C(C2)C2CC(CC2)O)N1COCC[Si](C)(C)C 3-(2-(1-methyl-1H-pyrazol-5-yl)-3-((2-(trimethylsilyl)ethoxy)methyl)-3H-imidazo[4,5-b]pyridin-6-yl)cyclopentan-1-ol